(S)-1-(7-fluoro-1,3-dihydroisobenzofuran-1-yl)-N-methyl-methanamine FC=1C=CC=C2CO[C@@H](C12)CNC